C(C)OCCNC1=C(C=CC(=N1)C#N)[N+](=O)[O-] 6-((2-ethoxyethyl)amino)-5-nitrocyanopyridine